trimethyl-[2-[[5-methyl-3-(4,4,5,5-tetramethyl-1,3,2-dioxaborolan-2-yl)pyrazol-1-yl]methoxy]ethyl]silane C[Si](CCOCN1N=C(C=C1C)B1OC(C(O1)(C)C)(C)C)(C)C